(±)-N-(5-Cyano-6-(trifluoromethyl)pyridin-2-yl)-1-fluoro-6,7,8,9-tetrahydro-5H-5,8-epiminocyclohepta[c]pyridine-10-carboxamide C(#N)C=1C=CC(=NC1C(F)(F)F)NC(=O)N1C2CCC1CC=1C(=NC=CC12)F